BrC1=CC=C(OC(C(=O)NC(C)=NO)=C)C=C1 (2S)-2-(4-bromophenoxy)-N-[1-(hydroxyimino)ethyl]propenamide